CN1C(=NN=C1)C[C@@H](C)C=1C=C(C=CC1)N1C(C2=CC=CC(=C2C1)C(F)(F)F)=O (R)-2-(3-(1-(4-methyl-4H-1,2,4-triazol-3-yl)propan-2-yl)phenyl)-4-(trifluoromethyl)isoindolin-1-one